quinazolin-6-yl phosphate P(=O)(OC=1C=C2C=NC=NC2=CC1)([O-])[O-]